3-chloro-N-[(2,4-dimethoxyphenyl)methyl]-4-[3-[(3,3-dimethylpyrrolidin-1-yl)methyl]-3-methoxy-pyrrolidin-1-yl]-2,6-difluoro-N-(6-fluoro-2-pyridyl)benzenesulfonamide ClC=1C(=C(C(=CC1N1CC(CC1)(OC)CN1CC(CC1)(C)C)F)S(=O)(=O)N(C1=NC(=CC=C1)F)CC1=C(C=C(C=C1)OC)OC)F